2-benzyloxy-benzoic acid-(3-iodo)-propyl ester ICCCOC(C1=C(C=CC=C1)OCC1=CC=CC=C1)=O